8-chloro-2-fluoro-7-iodoimidazo[1,2-a]pyridine ClC=1C=2N(C=CC1I)C=C(N2)F